2-(3-Methoxyphenyl)ethan-1-amine COC=1C=C(C=CC1)CCN